C(=C)C1CC(CC1)O 3-vinylcyclopentan-1-ol